C(C)(C)(C)OC(=O)N1C(CCCC1)C(C)(F)S(=O)(=O)C=1C=NC(=CC1)OC(F)F (1-((6-(difluoromethoxy)pyridin-3-yl)sulfonyl)-1-fluoroethyl)piperidine-1-carboxylic acid tert-butyl ester